FC(C1=NN(C(=C1)C(F)F)CC(=O)N1CCC(CC1)C=1SC=C(N1)C1=NOC(C1)C1=C(C=CC=C1OCC#C)F)F 2-[3,5-bis(difluoromethyl)-1H-pyrazol-1-yl]-1-[4-(4-{5-[2-fluoro-6-(prop-2-yn-1-yloxy)phenyl]-4,5-dihydro-1,2-oxazol-3-yl}-1,3-thiazol-2-yl)piperidin-1-yl]-ethanon